ethyl 2-(3-(3-(ethoxycarbonyl)-2-fluorophenyl)ureido)-4-methylthiophene-3-carboxylate C(C)OC(=O)C=1C(=C(C=CC1)NC(NC=1SC=C(C1C(=O)OCC)C)=O)F